[Yb].[Er].[Bi] bismuth erbium ytterbium